4-(2-(3,4-difluorophenoxy)pyridin-3-yl)-6-methyl-1-tosyl-1,6-dihydro-7H-pyrrolo[2,3-c]pyridin-7-one FC=1C=C(OC2=NC=CC=C2C=2C3=C(C(N(C2)C)=O)N(C=C3)S(=O)(=O)C3=CC=C(C)C=C3)C=CC1F